N-(1-methylcyclobutyl)-1-{6-[7-(pyrazol-1-yl)-1-{[2-(trimethylsilyl)ethoxy]methyl}indazol-4-yl]-1,2,4-triazin-3-yl}pyrrolidin-3-amine CC1(CCC1)NC1CN(CC1)C=1N=NC(=CN1)C1=C2C=NN(C2=C(C=C1)N1N=CC=C1)COCC[Si](C)(C)C